ClC1=CC(=C(C=C1)C(C)C1=CC=CC2=C1N=C1N2CCNC1)F 9-[1-(4-chloro-2-fluorophenyl)ethyl]-1,2,3,4-tetrahydrobenzo[4,5]imidazo[1,2-a]pyrazine